FC1=CC=2C=3N(C=NC2C=C1OC)N=CN3 9-fluoro-8-methoxy-[1,2,4]triazolo[1,5-c]quinazolin